O[C@H](C(=O)N[C@H](C(=O)N[C@@H]1C(N(CCC2=C1C=CC=C2)C)=O)C)C(C)C (2S)-2-hydroxy-3-methyl-N-((1S)-1-methyl-2-{[(1S)-3-methyl-2-oxo-2,3,4,5-tetrahydro-1H-3-benzazepin-1-yl]amino}-2-oxoethyl)butanamide